N1=C(C=CC=C1)CCSCC1SCC(SC1)CSCCC1=NC=CC=C1 2-[2-[[5-[2-(2-pyridinyl)-ethylthiomethyl]-1,4-dithian-2-yl]methylsulfanyl]ethyl]pyridine